O=C1N(C(C=C1)=O)CCC(=O)N[C@@H](C)C(=O)N[C@@H](C)C(=O)O (3-(2,5-Dioxo-2,5-dihydro-1H-pyrrol-1-yl)propionyl)-L-alanyl-L-alanine